tert-butyl (4-(2-(2-aminopyridin-3-yl)-5-phenyl-1,2-dihydro-3H-imidazo[4,5-b]pyridin-3-yl)-2-fluorophenyl)carbamate NC1=NC=CC=C1C1NC=2C(=NC(=CC2)C2=CC=CC=C2)N1C1=CC(=C(C=C1)NC(OC(C)(C)C)=O)F